Methyl 3-(3,5-di-tert-butyl-2-(3,5-di-tert-butyl-4-hydroxybenzyl)-4-hydroxyphenyl)propanoate C(C)(C)(C)C=1C(=C(C=C(C1O)C(C)(C)C)CCC(=O)OC)CC1=CC(=C(C(=C1)C(C)(C)C)O)C(C)(C)C